CC=1C(=C2C=NN(C2=CC1)C1OCCCC1)OC1=CC=NC2=C1N=C(N=C2S)S 8-((5-Methyl-1-(tetrahydro-2H-pyran-2-yl)-1H-indazol-4-yl)oxy)pyrido[3,2-d]pyrimidine-2,4-dithiol